C(CCCCCCCC)NC(=O)NCCCCCCCCCC N-nonyl-N'-decylurea